N-[4-(4-[[2-(dimethylamino)ethyl]amino]-3-iodo-1H-pyrazolo[3,4-d]pyrimidin-6-yl)phenyl]-2,5-difluorobenzenesulfonamide CN(CCNC1=C2C(=NC(=N1)C1=CC=C(C=C1)NS(=O)(=O)C1=C(C=CC(=C1)F)F)NN=C2I)C